C(C1=CC=CC=C1)(=O)NC(C(=O)[O-])CC benzoylaminobutyrate